6-(5-(7-((1-acetylpiperidin-4-yl)oxy)benzo[d][1,3]dioxol-4-yl)-2-amino-6-fluoropyridin-3-yl)-3,4-dihydroisoquinolin-1(2H)-one C(C)(=O)N1CCC(CC1)OC1=CC=C(C2=C1OCO2)C=2C=C(C(=NC2F)N)C=2C=C1CCNC(C1=CC2)=O